rel-(1R,2R)-2-ethynylcyclopropanecarboxylic acid C(#C)[C@H]1[C@@H](C1)C(=O)O |o1:2,3|